C(C)OC=1C=C(C=CC1OC)C=1C=C(C=NC1)[C@H]1CB(OC1)O (R)-4-(5-(3-ethoxy-4-methoxyphenyl)pyridin-3-yl)-1,2-oxaborolan-2-ol